FC1=CC=C(C=C1)CCC(C=O)=O 4-(4-fluorophenyl)-2-oxobutanal